hexan-3-amine hydrochloride Cl.CCC(CCC)N